methyl (R)-2-((tert-butoxycarbonyl) amino)-3-hydroxypropionate C(C)(C)(C)OC(=O)N[C@@H](C(=O)OC)CO